BrC=1C=CC(=NC1)CC(=O)NC1=CC=C(C=C1)CCN1CCCC2=CC=C(C=C12)CC(C)C 2-(5-Bromopyridin-2-yl)-N-(4-(2-(7-isobutyl-3,4-dihydroquinolin-1(2H)-yl)ethyl)phenyl)acetamide